3-(4-(2-amino-6-isopropylpyrimidin-4-yl)piperazin-2-yl)-4-bromo-N-(2-(dimethylamino)ethyl)benzamide NC1=NC(=CC(=N1)N1CC(NCC1)C=1C=C(C(=O)NCCN(C)C)C=CC1Br)C(C)C